C(C)(=O)N1C[C@H](CC1)N1N=CC(=C1)C=1C=C(C=2N(C1)N=CC2C#N)SC2=C(C=CC=C2)C#N (S)-6-(1-(1-acetylpyrrolidin-3-yl)-1H-pyrazol-4-yl)-4-((2-cyanophenyl)thio)pyrazolo[1,5-a]pyridine-3-carbonitrile